(1r,3r)-3-(4-(difluoromethyl)-3-fluorophenoxy)-N-((6-fluoroisoquinolin-5-yl)methyl)cyclobutan-1-amine FC(C1=C(C=C(OC2CC(C2)NCC2=C3C=CN=CC3=CC=C2F)C=C1)F)F